anthrapyrazole C1=NNC2=C1C1=CC3=CC=CC=C3C=C1C=C2